aluminum lauric acid C(CCCCCCCCCCC)(=O)O.[Al]